(2,5-dimethoxyphenyl)boronic acid COC1=C(C=C(C=C1)OC)B(O)O